OC1=CC=C(C=C1)C(C(=O)OC1CCCCC1)(CCC)C1=CC=C(C=C1)O cyclohexyl 2,2-bis(4-hydroxyphenyl)pentanoate